(1R,2S,5S)-N-((S)-1-amino-1-oxo-3-((S)-2-oxopyrrolidin-3-yl)propan-2-yl)-3-((S)-3,3-dimethyl-2-(oxetan-3-carboxamido)butanoyl)-6,6-dimethyl-3-azabicyclo[3.1.0]hexane-2-carboxamide NC([C@H](C[C@H]1C(NCC1)=O)NC(=O)[C@@H]1[C@H]2C([C@H]2CN1C([C@H](C(C)(C)C)NC(=O)C1COC1)=O)(C)C)=O